NC=1C(=CC(=NC1)S(=O)(=O)N(C=1N=CSC1)CC1=CC=C(C=C1)OC)C 5-amino-N-(4-methoxybenzyl)-4-methyl-N-(thiazol-4-yl)pyridine-2-sulfonamide